6-(5-((3aS,6aR)-2-oxo-hexahydro-1H-thieno-[3,4-d]imidazol-4-yl)-pentanamido)hexanoic acid O=C1N[C@H]2[C@@H](N1)CSC2CCCCC(=O)NCCCCCC(=O)O